9-benzyl-6-(1-methylcyclopropoxy)-8-(4-(2-(4-methylpiperazin-1-yl)ethoxy)-2-((triisopropylsilyl)ethynyl)phenyl)-9H-purine C(C1=CC=CC=C1)N1C2=NC=NC(=C2N=C1C1=C(C=C(C=C1)OCCN1CCN(CC1)C)C#C[Si](C(C)C)(C(C)C)C(C)C)OC1(CC1)C